CC1=CC=C(C=C1)C(C)C 2-(4-methylphenyl)propan